5-[3-(2-Benzyloxyphenyl)-2-hydroxypropyl]-1,3-oxazol-2(3H)-one C(C1=CC=CC=C1)OC1=C(C=CC=C1)CC(CC1=CNC(O1)=O)O